tetradec-1-ene-4-carboxamide C=CCC(CCCCCCCCCC)C(=O)N